cyclopentyl-3,4-dimethyl-pyrido[4',3':4,5]thieno[2,3-c]pyridazin-8-amine C1(CCCC1)C1=CN=C(C2=C1C1=C(N=NC(=C1C)C)S2)N